5-(ethylsulfonyl)pyridine 1-oxide C(C)S(=O)(=O)C=1C=CC=[N+](C1)[O-]